N1N=CC=C1C1=CC=C(C=C1)N1C(N(C2=C1C=CC=C2)CC2CCC(CC2)NC(C2=C(N=CC(=C2)Cl)C)=O)=O N-((1r,4r)-4-((3-(4-(1H-pyrazol-5-yl)phenyl)-2-oxo-2,3-dihydro-1H-benzo[d]imidazol-1-yl)methyl)cyclohexyl)-5-chloro-2-methylnicotinamide